(S)-2-((4-((6-((4-cyano-2-fluorophenoxy) methyl)-5-fluoropyridin-2-yl) oxy) piperidin-1-yl) methyl)-1-(oxetan-2-ylmethyl)-1H-benzo[d]imidazole-6-carboxylate C(#N)C1=CC(=C(OCC2=C(C=CC(=N2)OC2CCN(CC2)CC2=NC3=C(N2C[C@H]2OCC2)C=C(C=C3)C(=O)[O-])F)C=C1)F